C1(=CC=C(C=C1)C=1C=CC2=C(C1)C=1N=CN=C(C1O2)C2=CC(=CC=C2)C2=CC=CC1=C2SC2=C1C=CC=C2)C2=CC=CC=C2 8-(biphenyl-4-yl)-4-[3-(dibenzothiophene-4-yl)phenyl]-[1]benzofurano[3,2-d]pyrimidine